tert-butyl 2-[1-[2-chloro-4-[(2,6-dioxo-3-piperidyl)amino]-6-fluoro-phenyl]-4-hydroxy-4-piperidyl]acetate ClC1=C(C(=CC(=C1)NC1C(NC(CC1)=O)=O)F)N1CCC(CC1)(O)CC(=O)OC(C)(C)C